C(C=C)(=O)NCC1=NN(C2=NC=CC(=C21)[C@H](CCC(=O)O)O)C2=CC=C(C=C2)OC(F)(F)F.N[C@@H](CCC(=O)NC2=CC=C(C=C2)[N+](=O)[O-])C(=O)O gamma-glutamyl-p-nitroaniline (S)-2-(3-(Acrylamidomethyl)-1-(4-(trifluoromethoxy)phenyl)-1H-pyrazolo[3,4-b]pyridin-4-yl)-2-hydroxyethyl-acetate